(2R,3R,4R,5S)-5-((4-chloro-6-ethoxypyrimidin-2-yl)amino)-2-(hydroxymethyl)tetrahydro-2H-pyran-3,4-diol ClC1=NC(=NC(=C1)OCC)N[C@@H]1[C@H]([C@H]([C@H](OC1)CO)O)O